C(Cl)Cl (methylene) chloride